C(CCC)[As](CCCC)CCCC tributylarsenic